NC1=C(C=NN1C1=C(C=NC(=C1)N1CC2CCC(C1)O2)N)Cl 4-(5-amino-4-chloro-pyrazol-1-yl)-6-(8-oxa-3-azabicyclo[3.2.1]octan-3-yl)pyridin-3-amine